(Z)-N-(3-(1H-tetrazol-5-yl)phenyl)-4-(5-(4-ethylbenzylidene)-2,4-dioxothiazolidin-3-yl)butanamide N1N=NN=C1C=1C=C(C=CC1)NC(CCCN1C(S\C(\C1=O)=C/C1=CC=C(C=C1)CC)=O)=O